C(CCC)C(C(=O)OCCCCCCN(CCN1CCN(CC1)CCN(CCCCCCOC(C(CCCCCC)CCCC)=O)CCCCCCOC(C(CCCCCC)CCCC)=O)CCCCCCOC(C(CCCCCC)CCCC)=O)CCCCCC ((piperazine-1,4-diylbis(ethane-2,1-diyl))bis(azanetriyl))tetrakis(hexane-6,1-diyl) tetrakis(2-butyloctanoate)